(S)-3-fluoro-4-(2-methylpyrrolidin-1-yl)benzoic acid methyl ester COC(C1=CC(=C(C=C1)N1[C@H](CCC1)C)F)=O